COCC1=CC(=C(C=C1)NC1=C2C(=NC(=C1)NC(=O)C1CC1)NN(C2=O)C)NS(=O)(=O)CC N-(4-((4-(methoxymethyl)-2-(N-methylmethanesulfonylamino)phenyl)amino)-2-methyl-3-oxo-2,3-dihydro-1H-pyrazolo[3,4-b]pyridin-6-yl)cyclopropanecarboxamide